COC1=CC=C(COC23CCCC(C2)(C3)N3C=CC2=C3N=NC(=C2)C2=C(C=C(C=C2C)C(F)(F)F)OCOC)C=C1 7-{5-[(4-methoxybenzyl)oxy]bicyclo[3.1.1]heptan-1-yl}-3-[2-(methoxymethoxy)-6-methyl-4-(trifluoromethyl)phenyl]-7H-pyrrolo[2,3-c]pyridazine